ClC=1C=C(C=CC1Cl)S(=O)(=O)O 3,4-dichlorobenzenesulfonic acid